(S)-6-((4-((2-hydroxy-1-phenylethyl)amino)-5-(1,2,4-oxadiazol-5-yl)pyrimidin-2-yl)amino)-1-isopropyl-2-propyl-1,2-dihydro-3H-pyrazolo[3,4-b]pyridin-3-one OC[C@H](C1=CC=CC=C1)NC1=NC(=NC=C1C1=NC=NO1)NC1=CC=C2C(=N1)N(N(C2=O)CCC)C(C)C